N-(1'-(2-(1,1-dioxidotetrahydrothiophen-3-yl)-6-methylpyrimidin-4-yl)-1',2'-dihydrospiro[cyclopropane-1,3'-pyrrolo[3,2-c]pyridin]-6'-yl)acetamide O=S1(CC(CC1)C1=NC(=CC(=N1)N1CC2(C=3C=NC(=CC31)NC(C)=O)CC2)C)=O